N-(phenazine-5,10-diylbis(ethane-2,1-diyl))bis(3-hydroxy-N,N-dimethylpropan-1-aminium) C1=CC=CC=2N(C3=CC=CC=C3N(C12)CCC(CCO)[NH+](C)C)CCC(CCO)[NH+](C)C